4-(benzyloxycarbonyl)phenol C(C1=CC=CC=C1)OC(=O)C1=CC=C(C=C1)O